C(#N)C=1C=C(C=CC1OC(C)C)C1=NC(=NO1)N1CCCC2=CC(=CC=C12)C(C)NC(C(=O)O)C ((1-(1-(5-(3-cyano-4-isopropoxyphenyl)-1,2,4-oxadiazol-3-yl)-1,2,3,4-tetrahydroquinolin-6-yl)ethyl)amino)propionic acid